4-methyl-N-(thiazol-4-yl)pyridine-2-sulfonamide CC1=CC(=NC=C1)S(=O)(=O)NC=1N=CSC1